5'-chloro-2'-(5-methoxy-1H-1,3-benzodiazol-2-yl)-4-{[1-(2-methoxyphenyl)butyl]carbamoyl}-[1,1'-biphenyl]-2-carboxylic acid ClC=1C=CC(=C(C1)C=1C(=CC(=CC1)C(NC(CCC)C1=C(C=CC=C1)OC)=O)C(=O)O)C1=NC2=C(N1)C=CC(=C2)OC